NC1=NC=NN2C1=C(C=C2CCOCC)C2=CC(=C(C=C2)NC(OC(C)(C)C)=O)OC tert-Butyl (4-(4-amino-7-(2-ethoxyethyl)pyrrolo[2,1-f][1,2,4]triazin-5-yl)-2-methoxyphenyl)carbamate